BrC=1C=C(C(=NC1)F)S(=O)(=O)CC 5-bromo-3-(ethylsulfonyl)-2-fluoropyridine